2-[[6-[(2-chloro-3-cyano-4-pyridinyl)amino]-3-methyl-2-oxo-benzoimidazol-1-yl]methyl]cyclopentanecarboxylic acid ClC1=NC=CC(=C1C#N)NC=1C=CC2=C(N(C(N2C)=O)CC2C(CCC2)C(=O)O)C1